1-(4-((6-aminopyridin-3-yl)oxy)phenyl)-3-(2-chlorophenyl)urea NC1=CC=C(C=N1)OC1=CC=C(C=C1)NC(=O)NC1=C(C=CC=C1)Cl